C(C)(C)(C)OC(=O)N1CC=2C(CCC1)=NN(N2)C(N(C)C)=O (dimethylcarbamoyl)-2,6,7,8-tetrahydro-[1,2,3]triazolo[4,5-c]azepine-5(4H)-carboxylic acid tert-butyl ester